N-(cis-4-(difluoromethoxy)cyclohexyl)-5-(1,8-naphthyridin-3-yl)pyrrolo[2,1-f][1,2,4]triazin-2-amine FC(O[C@H]1CC[C@H](CC1)NC1=NN2C(C=N1)=C(C=C2)C=2C=NC1=NC=CC=C1C2)F